1-(2-chloro-6-fluorobenzyl)-N-(4-fluoro-2-methoxybenzyl)-3-methyl-2-oxo-1,2,3,4-tetrahydroquinazoline-7-carboxamide ClC1=C(CN2C(N(CC3=CC=C(C=C23)C(=O)NCC2=C(C=C(C=C2)F)OC)C)=O)C(=CC=C1)F